C[C@@H](CCO)CCC1=CC=CC=C1 (R)-3-methyl-5-phenyl-1-pentanol